6,8-Dichloro-3-((phenylamino)methyl)-4H-chromen-4-one ClC=1C=C2C(C(=COC2=C(C1)Cl)CNC1=CC=CC=C1)=O